C(N)(=N)C=1C=C(SC1)[C@@H](C)NC(=O)[C@H]1N(C[C@@H](C1)OC1=CC=CC=C1)C(CNC(C1=CC=C(C=C1)OC1=CC=CC=C1)=O)=O (2S,4R)-N-((R)-1-(4-carbamimidoylthiophen-2-yl)ethyl)-4-phenoxy-1-((4-phenoxybenzoyl)glycyl)pyrrolidine-2-carboxamide